C(C1=CC=CC=C1)O[C@H]1[C@H](O[C@@]2([C@@H]([C@H]1N1N=NC(=C1)C1=CC(=C(C(=C1)F)F)F)OCC1=CC=CC=C1)SCC=CC2)COCC2=CC=CC=C2 1-((2R,3R,4S,5R,6R)-3,5-bis(benzyloxy)-2-((benzyloxy)methyl)-1-oxa-7-thiaspiro[5.5]undec-9-En-4-yl)-4-(3,4,5-trifluorophenyl)-1H-1,2,3-triazole